3-(1-aminoethyl)-1-({8-chloro-7-[(2-fluoro-4-iodophenyl)amino]imidazo[1,2-a]pyridin-6-yl}carbonyl)azetidin-3-ol acetate salt C(C)(=O)O.NC(C)C1(CN(C1)C(=O)C=1C(=C(C=2N(C1)C=CN2)Cl)NC2=C(C=C(C=C2)I)F)O